N1C=[NH+]C=C1.C12CC3CC(CC(C1)C3)C2 adamantane imidazolium salt